1-[3-(1-hydroxyethyl)-6-[6-(6-methyl-7-oxo-5H-pyrrolo[3,4-b]-pyridin-2-yl)benzimidazol-1-yl]-2-pyridyl]-5-methyl-pyrazole-3-carbonitrile OC(C)C=1C(=NC(=CC1)N1C=NC2=C1C=C(C=C2)C2=CC=C1C(=N2)C(N(C1)C)=O)N1N=C(C=C1C)C#N